(R)- or (S)-6-(2'-Methoxy-4'-methyl-3,4,5,6-tetrahydro-2H-[1,3']bipyridinyl-4-yl)-2,7-dimethyl-4-(2-trifluoromethyl-benzyl)-2,4,6,7-tetrahydro-pyrazolo[4,3-d]pyrimidin-5-one COC1=NC=CC(=C1N1CCC(CC1)N1C(N(C=2C([C@H]1C)=NN(C2)C)CC2=C(C=CC=C2)C(F)(F)F)=O)C |o1:19|